C1(CCCCC1)C=1N=CN(C1C(=O)OC(C)(C)C)C tert-butyl 4-cyclohexyl-1-methyl-1H-imidazole-5-carboxylate